ClC1=NC=C(C(=N1)N)I 2-chloro-5-iodopyrimidin-4-amine